C1(CC1)N1C(C2=C(C=C1)NC(=C2C2=CC=CC=C2)C2=CC(=NC=C2)NC([C@H](CC(F)F)C2=CC=C(C=C2)F)=O)=O |o1:26| (2R or S)-N-[4-(5-cyclopropyl-4-oxo-3-phenyl-4,5-dihydro-1H-pyrrolo[3,2-c]pyridin-2-yl)pyridin-2-yl]-4,4-difluoro-2-(4-fluorophenyl)butanamide